2-octyl-dodecyl stearate C(CCCCCCCCCCCCCCCCC)(=O)OCC(CCCCCCCCCC)CCCCCCCC